C(\C=C/C(=O)O)(=O)O.FC1=C(CN2CC(C2)C(=O)O)C=CC(=C1)C1=NOC(=N1)C1=CC=C(C=C1)CC(C)C 1-{2-fluoro-4-[5-(4-isobutylphenyl)-1,2,4-oxadiazol-3-yl]-benzyl}-3-azetidinecarboxylic acid maleate salt